C(#N)C1=CC(=NC=N1)N1CCN(C2(CC2)C1)C(=O)OC(C)(C)C tert-butyl 7-(6-cyanopyrimidin-4-yl)-4,7-diazaspiro[2.5]octane-4-carboxylate